3-Methyl-2-(6-trifluoromethoxy-benzothiazol-2-ylamino)-3H-imidazo[4,5-b]pyridine-6-carboxylic acid dimethylcarbamoylmethyl-amide CN(C(=O)CNC(=O)C=1C=C2C(=NC1)N(C(=N2)NC=2SC1=C(N2)C=CC(=C1)OC(F)(F)F)C)C